O=C1NC(CCC1N1C(C2=CC=CC(=C2C1=O)N[C@@H](C)C1=CC=C(C=C1)C)=O)=O 2-(2,6-dioxopiperidin-3-yl)-4-(((S)-1-(p-tolyl)ethyl)amino)isoindoline-1,3-dione